potassium 2-trifluoromethyl-4,5-dicyanoimidazole FC(C=1NC(=C(N1)C#N)C#N)(F)F.[K]